2-(((6Z,12Z)-hexadeca-6,12-dien-1-yl)oxy)tetrahydro-2H-pyran C(CCCC\C=C/CCCC\C=C/CCC)OC1OCCCC1